tert-butyl (2E)-3-(5-{2-[4-(4-{7-[(oxan-2-yloxy)carbamoyl]heptanoyl} piperazin-1-yl)phenyl]ethynyl}thiophen-2-yl)prop-2-enoate O1C(CCCC1)ONC(=O)CCCCCCC(=O)N1CCN(CC1)C1=CC=C(C=C1)C#CC1=CC=C(S1)/C=C/C(=O)OC(C)(C)C